COC(C1=C(C=C(C(=C1)F)C1=CC=CC=2CN(COC21)C(C2=C(C=C(C=C2Cl)N2CC1(C2)CC(C1)(C)OC)Cl)=O)N1C2COCC1CC2)=O 4-[3-[2,6-Dichloro-4-(6-methoxy-6-methyl-2-azaspiro[3.3]heptan-2-yl)benzoyl]-2,4-dihydro-1,3-benzoxazin-8-yl]-5-fluoro-2-(3-oxa-8-azabicyclo[3.2.1]oct-8-yl)benzoic acid methyl ester